C(C1=CC=CC=C1)N1C(=O)C(=O)C2=CC=CC=C12 N-benzylisatin